(R)-(3-(1-aminoethyl)-5-(trifluoromethyl)phenyl)carbamic acid tert-butyl ester C(C)(C)(C)OC(NC1=CC(=CC(=C1)C(F)(F)F)[C@@H](C)N)=O